ClC1=NC(=CC(=C1)C([C@@H]1CC[C@H](CC1)C(=O)NNC(=O)C1CCNCC1)(F)F)N1CCN(CC1)S(=O)(=O)C1=CC=C(C=C1)N1C(C[C@H](C1)N)=O Trans-N'-[4-[[2-chloro-6-[4-[4-[(4R)-4-amino-2-oxo-pyrrolidin-1-yl]phenyl]sulfonylpiperazin-1-yl]-4-pyridyl]-difluoro-methyl]cyclohexanecarbonyl]piperidine-4-carbohydrazide